2-(1-(1-(3-isopropyl-1,2,4-oxadiazol-5-yl)piperidin-4-yl)ethoxy)-5-(6-chloropyridin-3-yl)thiazolo[5,4-b]pyridin C(C)(C)C1=NOC(=N1)N1CCC(CC1)C(C)OC=1SC2=NC(=CC=C2N1)C=1C=NC(=CC1)Cl